COCC(CN1CCC(CC1)NC1=C2C(=C(N(C2=CC=C1)CC(F)(F)F)C#CCNC1=C(C=C(C=C1)S(=O)(=O)C)OC)C)O 1-methoxy-3-(4-((2-(3-((2-methoxy-4-(methylsulfonyl)phenyl)amino)prop-1-yn-1-yl)-3-methyl-1-(2,2,2-trifluoroethyl)-1H-indol-4-yl)amino)piperidin-1-yl)propan-2-ol